N=1C=CN2C1C=CC(=C2)C2=CNC=1N=C(N=C(C12)OC)NC1CC(C1)(C)C(=O)N1CCCC1 ((1s,3s)-3-((5-(imidazo[1,2-a]pyridin-6-yl)-4-methoxy-7H-pyrrolo[2,3-d]pyrimidin-2-yl)amino)-1-methylcyclobutyl)(pyrrolidin-1-yl)methanone